FC=1C=C(C=CC1F)C(C(C=O)C)C[N+](=O)[O-] 3-(3,4-difluorophenyl)-2-methyl-4-nitro-butyraldehyde